C1NCC12CCC(CC2)NS(=O)(=O)C2=CC(=CC=C2)OC(F)(F)F N-(2-azaspiro[3.5]nonan-7-yl)-3-(trifluoromethoxy)benzenesulfonamide